[Li].B(F)(F)F boron trifluoride lithium salt